1,4-bis(methoxycarbonyloxy)naphthalene COC(=O)OC1=CC=C(C2=CC=CC=C12)OC(=O)OC